4-(bis(4-Fluorophenyl)methyl)piperidine formic acid salt C(=O)O.FC1=CC=C(C=C1)C(C1CCNCC1)C1=CC=C(C=C1)F